8-[3-[(2-chloro-4-pyridyl)oxymethyl]pyrrolidin-1-yl]-3,4-dimethyl-pyrimido[4',5':4,5]thieno[2,3-c]pyridazine dihydrochloride Cl.Cl.ClC1=NC=CC(=C1)OCC1CN(CC1)C1=NC=NC2=C1SC=1N=NC(=C(C12)C)C